C(C=C)(=O)OCCCCC(C(=O)O)CC(=O)O acryloxybutyl-succinic acid